5-methoxy-3-(4-morpholinyl)-4-trifluoromethylpyrazole COC1=C(C(=NN1)N1CCOCC1)C(F)(F)F